BrC=1C=C(C=C2C(N(C(=NC12)N1CCOCC1)C(C)C)=O)C 8-bromo-3-isopropyl-6-methyl-2-morpholinoquinazolin-4(3H)-one